4-(2,5-Diazabicyclo[2.2.2]octan-2-yl)-7-(7,8-difluoro-3-hydroxynaphthalen-1-yl)-2-((1-(pyrrolidin-1-ylmethyl)cyclopropyl)methoxy-d2)pyrido[3,4-d]pyrimidin-8(7H)-one C12N(CC(NC1)CC2)C=2C1=C(N=C(N2)OC([2H])([2H])C2(CC2)CN2CCCC2)C(N(C=C1)C1=CC(=CC2=CC=C(C(=C12)F)F)O)=O